3-amino-6-bromo-5-trifluoromethyl-pyrazine-2-carboxylic acid NC=1C(=NC(=C(N1)C(F)(F)F)Br)C(=O)O